7-methyl-2-((6-methylbenzo[d][1,3]dioxol-5-yl)amino)-9-(spiro[2.5]octan-6-yl)-7,9-dihydro-8H-purin-8-one CN1C(N(C2=NC(=NC=C12)NC1=CC2=C(OCO2)C=C1C)C1CCC2(CC2)CC1)=O